3-(sulfamoylamino)piperidine S(N)(=O)(=O)NC1CNCCC1